α,α-dimethyl-imidazoleacetic acid CC(C(=O)O)(C=1NC=CN1)C